Pentaglyme COCCOCCOCCOCCOCCOC